ClC1=CC=C2C(NS(C=3C=CC=C(NCCC[C@H]4CC(N(C2=N1)C4)(C)C)N3)(=O)=O)=O (14S)-8-chloro-12,12-dimethyl-2λ6-thia-3,9,11,18,23-pentaazatetracyclo[17.3.1.111,14.05,10]tetracosa-1(23),5,7,9,19,21-hexaene-2,2,4-trione